FC=1C=C(C=C2C(C(CC12)=O)(C)C)C=1C=CC(N(C1)C)C#N 5-(7-Fluoro-3,3-dimethyl-2-oxo-2,3-dihydro-1H-inden-5-yl)-1-methyl-1H-pyridine-2-carbonitrile